N-(5-(4-(2-acryloyl-2,6-diazaspiro[3.4]octan-6-yl)quinazolin-6-yl)-2-methoxypyridin-3-yl)-2,4-difluorobenzenesulfonamide C(C=C)(=O)N1CC2(C1)CN(CC2)C2=NC=NC1=CC=C(C=C21)C=2C=C(C(=NC2)OC)NS(=O)(=O)C2=C(C=C(C=C2)F)F